(R)-(1-methoxycyclopropyl)(6-(3-methyl-1H-pyrrolo[2,3-b]pyridin-5-yl)-8-(morpholin-3-yl)-3,4-dihydroisoquinolin-2(1H)-yl)methanone COC1(CC1)C(=O)N1CC2=C(C=C(C=C2CC1)C=1C=C2C(=NC1)NC=C2C)[C@H]2NCCOC2